2-methyl-1,9-diaminononane CC(CN)CCCCCCCN